C(C)(=O)N1CCC(CC1)(C(=O)OC(C)(C)C)CCCCCCCO tert-Butyl 1-acetyl-4-(7-hydroxyheptyl)-4-piperidinecarboxylate